dibenzyl 2-((2-(2-(3-((2,5-dioxopyrrolidin-1-yl)oxy)-3-oxopropoxy)ethoxy)ethyl)carbamoyl)-2-undecyltridecanedioate O=C1N(C(CC1)=O)OC(CCOCCOCCNC(=O)C(C(=O)OCC1=CC=CC=C1)(CCCCCCCCCCC(=O)OCC1=CC=CC=C1)CCCCCCCCCCC)=O